C(C)(C)(C)C=1C=C(C=C(C1O)C(C)(C)C)CCC(=O)O β-(3,5-di-tertbutyl-4-hydroxyphenyl)propionic acid